OC1CN(C1)C(=O)C=1C(=CC(=NC1)N1N=CC(=C1)S(=O)(=O)NC=1C(=CC=C2C=NN(C12)C)OC)C 1-[5-(3-HYDROXYAZETIDINE-1-CARBONYL)-4-METHYLPYRIDIN-2-YL]-N-(6-METHOXY-1-METHYLINDAZOL-7-YL)PYRAZOLE-4-SULFONAMIDE